(S)-3-(8-(2,4-dichlorophenyl)-9-(4-((1-(3-fluoropropyl)pyrrolidin-3-yl)oxy)phenyl)-6,7-dihydro-5H-benzo[7]annulen-3-yl)-3-oxopropanenitrile ClC1=C(C=CC(=C1)Cl)C=1CCCC2=C(C1C1=CC=C(C=C1)O[C@@H]1CN(CC1)CCCF)C=CC(=C2)C(CC#N)=O